2-(4-pyridazinyl)-pyrimidine N1=NC=C(C=C1)C1=NC=CC=N1